[N+](=O)([O-])CC1=C(C(=O)O)C=CC(=C1)C(=O)N1CCN(CC1)C(C1=CC(=C(C(=C1)OCCCCCCCCCCCCCCCCCC)OCCCCCCCCCCCCCCCCCC)OCCCCCCCCCCCCCCCCCC)=O 2-(nitromethyl)-4-(4-(3,4,5-tris(octadecyloxy)benzoyl)piperazine-1-carbonyl)benzoic acid